2-chloro-N5-cyclobutyl-N4-(4-(1-methyl-4-(trifluoromethyl)-1H-imidazol-2-yl)benzyl)pyrimidine-4,5-diamine ClC1=NC=C(C(=N1)NCC1=CC=C(C=C1)C=1N(C=C(N1)C(F)(F)F)C)NC1CCC1